zirconium trioxide carbonate C([O-])([O-])=O.[O-2].[O-2].[O-2].[Zr+4]